C(C=C)(=O)N1C[C@@H](N(CC1)C=1C2=C(N(C(N1)=O)C=1C(=NC=CC1)S(=O)(=O)C)N=C(C(=C2)F)C2=C(C=CC=C2O)F)C 4-((S)-4-acryloyl-2-methylpiperazin-1-yl)-6-fluoro-7-(2-fluoro-6-hydroxyphenyl)-1-(2-(methylsulfonyl)pyridin-3-yl)pyridino[2,3-d]pyrimidin-2(1H)-one